BrC=1C=CC2=C(C1)C=1N=C(N=C(C1O2)C2=CC=CC=C2)C2=CC=CC=C2 8-Bromo-2,4-diphenylbenzofuro[3,2-d]pyrimidin